rac-ethylenebisindene zirconium dichloride [Cl-].[Cl-].[Zr+2].C(CC1C=CC2=CC=CC=C12)C1C=CC2=CC=CC=C12